2-(2-(isopropylsulfonyl)phenyl)-N4-(5-methyl-4-(piperazin-1-yl)-2-(trifluoromethoxy)phenyl)-1,3,5-triazine-2,4-diamine C(C)(C)S(=O)(=O)C1=C(C=CC=C1)C1(NC=NC(=N1)NC1=C(C=C(C(=C1)C)N1CCNCC1)OC(F)(F)F)N